6-chloro-4-((tetrahydro-2H-pyran-4-yl)amino)nicotinic acid ethyl ester C(C)OC(C1=CN=C(C=C1NC1CCOCC1)Cl)=O